Cl.Cl.C(C)OC(=O)OC(C)OC(=O)[C@@]1(NC[C@@H]2NCC[C@@H]21)CCCCB(O)O 4-((3aS,4R,6aR)-4-((1-(ethoxycarbonyloxy)ethoxy)carbonyl)octahydropyrrolo[3,4-b]pyrrol-4-yl)butylboronic acid dihydrochloride